NC1=C(C=NN1C1=C(C=CC=C1)OC1CC1)C(=O)N1C[C@@]2(CCC1)C1=C(NC(O2)=O)C=CC(=C1F)Cl (R)-1'-(5-Amino-1-(2-cyclopropoxyphenyl)-1H-pyrazole-4-carbonyl)-6-chloro-5-fluorospiro[benzo[d][1,3]oxazine-4,3'-piperidin]-2(1H)-one